N-(4-methyl-3-(2-(thiazol-5-ylamino)-8,9-dihydroimidazo[1',2':1,6]pyrido[2,3-d]pyrimidin-6-yl)phenyl)-4-(trifluoromethyl)pyridineamide CC1=C(C=C(C=C1)NC(=O)C1=NC=CC(=C1)C(F)(F)F)C1=CC2=C(N=C(N=C2)NC2=CN=CS2)N2C1=NCC2